1-(2-fluoro-4-(5-(2-(2-fluoro-5-(trifluoromethoxy)phenyl)acetamido)-1,3,4-thiadiazol-2-yl)butyl)-N-(pyridin-3-ylmethyl)-1H-1,2,3-triazole-4-carboxamide FC(CN1N=NC(=C1)C(=O)NCC=1C=NC=CC1)CCC=1SC(=NN1)NC(CC1=C(C=CC(=C1)OC(F)(F)F)F)=O